1,1-dimethoxycyclododecan COC1(CCCCCCCCCCC1)OC